NC1=CC=C(C=C1)CCN1[C@H](O[C@@H](C1=O)C)C=1C(=NN(C1)C1=CC=C(C=C1)Br)C1=COC=C1 (2r,5r)-3-(4-aminophenylethyl)-2-(1-(4-bromophenyl)-3-(furan-3-yl)-1H-pyrazol-4-yl)-5-methyl-oxazolidin-4-one